OC1C(CCC(C1)C(C)C)(C)O dihydroxy-p-menthane